(S)-5-(4-chloro-2-fluorophenyl)-2-methyl-3-propyl-7-(2-(trifluoromethyl)morpholino)pyrido[4,3-d]pyrimidin-4(3H)-one ClC1=CC(=C(C=C1)C1=NC(=CC=2N=C(N(C(C21)=O)CCC)C)N2C[C@H](OCC2)C(F)(F)F)F